C=1N=CN2C1C1=CC=CC=C1[C@H]2[C@H]2CCCC([C@H]2O)(C)C (1S,6R)-6-((R)-5H-imidazo[5,1-a]isoindol-5-yl)-2,2-dimethylcyclohexan-1-ol